N-((5-chloro-6-(thiazol-4-ylmethoxy)-1H-indol-2-yl)methyl)azetidine-2-carboxamide ClC=1C=C2C=C(NC2=CC1OCC=1N=CSC1)CNC(=O)C1NCC1